benzo[d]thiazol-2-ylboronic acid S1C(=NC2=C1C=CC=C2)B(O)O